CO/C=C/C(=O)OC methyl (2E)-3-methoxyprop-2-enoate